C(C=C)(=O)N1CCN(CC1)C1=C(C(=NC2=C(C(=C(C=C12)Cl)C1=C(C=CC2=C1N=C(S2)N)F)F)N)C#N 4-(4-propenoylpiperazin-1-yl)-2-amino-7-(2-amino-5-fluorobenzo[d]thiazol-4-yl)-6-chloro-8-fluoroquinoline-3-carbonitrile